N-benzyl-5-[(3-chloro-4-methoxy-benzoyl)amino]-2-[(4-methoxyphenyl)-methyl]pyrazole-3-carboxamide C(C1=CC=CC=C1)NC(=O)C=1N(N=C(C1)NC(C1=CC(=C(C=C1)OC)Cl)=O)CC1=CC=C(C=C1)OC